[PH2](=O)C=1OCCN1 phosphinyloxazoline